C(#N)C1=CC=CC(=N1)C=O 6-CYANOPYRIDINE-2-CARBOXALDEHYDE